tert-Butyl 4-(2-(2,6-dioxopiperidin-3-yl)-1-oxoisoindolin-5-yl)-2-methylpiperidine-1-carboxylate O=C1NC(CCC1N1C(C2=CC=C(C=C2C1)C1CC(N(CC1)C(=O)OC(C)(C)C)C)=O)=O